(4-chlorophenyl)-fluoren-9-one ClC1=CC=C(C=C1)C1=CC=CC=2C3=CC=CC=C3C(C12)=O